ClC1=C(C=C(N=N1)C=1C(NC(NC1)=O)=O)[C@@H]1[C@H](C1)C(C)(F)F |o1:15,16| 5-[6-Chloro-5-[rel-(1S,2S)-2-(1,1-difluoroethyl)cyclopropyl]pyridazin-3-yl]-1H-pyrimidine-2,4-dione